ClC=1C=C(C=NC1)C=1SC(=C(N1)C)C=1C=CC(N(N1)C1OCCCC1)=O 6-(2-(5-chloropyridin-3-yl)-4-methylthiazol-5-yl)-2-(tetrahydro-2H-pyran-2-yl)pyridazin-3(2H)-one